2-Amino-7-fluoro-4-(2-fluoro-4-methyl-14-oxo-8,8a,9,10,11,12-hexahydro-7H,14H-pyrazino[1',2':5,6][1,5]diazocino[3,2,1-hi]indazol-3-yl)benzo[b]thiophene-3-carbonitrile NC1=C(C2=C(S1)C(=CC=C2C2=C1C(=NN3C1=C(C=C2F)C(N2C(CC3)CNCC2)=O)C)F)C#N